(2S)-tert-butyl 2-(cyanomethyl)-4-(3-methyl-2'-(methylsulfonyl)-2,3,5',6'-tetrahydrospiro[indene-1,7'-pyrano[2,3-d]pyrimidin]-4'-yl)piperazine-1-carboxylate C(#N)C[C@@H]1N(CCN(C1)C=1C2=C(N=C(N1)S(=O)(=O)C)OC1(CC2)CC(C2=CC=CC=C21)C)C(=O)OC(C)(C)C